[benzhydryl(methyl) amino] (2S)-2-[(3-hydroxy-4-methoxy-pyridine-2-carbonyl) amino]propanoate OC=1C(=NC=CC1OC)C(=O)N[C@H](C(=O)ON(C)C(C1=CC=CC=C1)C1=CC=CC=C1)C